3-(2-chlorophenyl)-4,5,6,7-tetrahydropyrazolo[1,5-a]pyridine-2-carboxylic acid ClC1=C(C=CC=C1)C=1C(=NN2C1CCCC2)C(=O)O